O=C1NC(CCC1N1C(C2=CC=CC(=C2C1=O)NCCOCCN1CC2(CN(C2)CCOCCNC(OC(C)(C)C)=O)C1)=O)=O Tert-butyl N-[2-[2-[6-[2-[2-[[2-(2,6-dioxo-3-piperidyl)-1,3-dioxo-isoindolin-4-yl]amino]ethoxy]ethyl]-2,6-diazaspiro[3.3]heptan-2-yl]ethoxy]ethyl]carbamate